CC1=CSC=2N=C(N=C(C21)NC2=CC=CC=C2)NC=2C=NN(C2)C2CCN(CC2)C 5-methyl-N2-(1-(1-methylpiperidin-4-yl)-1H-pyrazol-4-yl)-N4-phenylthieno[2,3-d]pyrimidine-2,4-Diamine